(R)-10-methyl-3-(6-(3-morpholinoprop-1-en-2-yl)pyrimidin-4-yl)-9,10,11,12-tetrahydro-8H-[1,4]diazepino[5',6':4,5]thieno[3,2-f]quinolin C[C@H]1NCC2=C(C=3C=4C=CC(=NC4C=CC3S2)C2=NC=NC(=C2)C(=C)CN2CCOCC2)NC1